N1(CCNCC1)CC1=CC(=NC=C1)NC=1N=C2N(C=C(C=C2)C2=CC=NC=C2)C1 N-(4-(piperazin-1-ylmethyl)pyridin-2-yl)-6-(pyridin-4-yl)imidazo[1,2-a]pyridin-2-amine